ClC1=CC=C2C=C3C(N(C=4C=CC=C(C34)C2=C1)C)N1CC2=CC=CC=C2CC1 9-chloro-5-(3,4-dihydroisoquinolin-2(1H)-yl)-4-methyl-4,5-dihydronaphtho[3,2,1-cd]indole